C(#C)C=1C=C(C=CC1)NC1=NC=NC2=CC=C(C=C12)NC(C=CCN1CC(OCC1(C)C)=O)=O 4-[(3-ethynyl-phenyl)amino]-6-{[4-(5,5-dimethyl-2-oxo-morpholin-4-yl)-1-oxo-2-buten-1-yl]amino}-quinazoline